CC1(C23CCCC(C2CCC1C3)C)C 2,2,7-trimethyl-1,3-methylenebicyclo[4.4.0]decane